FC=1C=C2C(=CNC2=CC1)NC(=O)N1CC2=CC=C(C=C2C1)N1CCCCC1 N-(5-fluoro-1H-indol-3-yl)-5-(piperidin-1-yl)isoindoline-2-carboxamide